C1(CCC1)C1=CC(=C(C(=O)N2CCC(CC2)C2=CC=C(C#N)C=C2)C=C1C1=NNN=C1)C 4-(1-(4-Cyclobutyl-2-methyl-5-(2H-1,2,3-triazol-4-yl)benzoyl)piperidin-4-yl)benzonitrile